C1N(CCC2=CC=CC=C12)C[C@H](CN1CCOC2=C(C1=O)C=CC(=C2)O[C@H]2CN(CC2)CC)O 4-[(2R)-3-(3,4-dihydro-1H-isoquinolin-2-yl)-2-hydroxy-propyl]-8-[(3R)-1-ethylpyrrolidin-3-yl]oxy-2,3-dihydro-1,4-benzoxazepine-5-one